8-bromo-2,2-dimethyl-3,4-dihydro-2H-benzo[b][1,4]oxazine BrC1=CC=CC2=C1OC(CN2)(C)C